NC1=NN(C2=NC(=C(C=C21)F)C2=CC=CC=C2)C(=O)C2=C(C=CC=C2)OC (3-amino-5-fluoro-6-phenyl-1H-pyrazolo[3,4-b]pyridin-1-yl)(2-methoxyphenyl)methanone